5,5',5''-(5-([1,1'-biphenyl]-2-yl)-4-(2-(2,6-dimethylpyridin-4-yl)phenyl)pyridine-2,3,6-triyl)tris(5H-pyrido[4,3-b]indole) C1(=C(C=CC=C1)C=1C(=C(C(=NC1N1C2=C(C=3C=CC=CC13)C=NC=C2)N2C1=C(C=3C=CC=CC23)C=NC=C1)N1C2=C(C=3C=CC=CC13)C=NC=C2)C2=C(C=CC=C2)C2=CC(=NC(=C2)C)C)C2=CC=CC=C2